(3E,7E)-4,8,12-trimethyltridec-3,7,11-trienoic acid C\C(=C/CC(=O)O)\CC\C=C(\CCC=C(C)C)/C